2-(3-(3-(phenylmethyloxy)phenyl)cyclopentyl)acetic acid C1(=CC=CC=C1)COC=1C=C(C=CC1)C1CC(CC1)CC(=O)O